OC(C)(C)[C@H]1CN(CCO1)C=1C=CC(=NC1)NC=1C2=C(C(=NC1)C1=C3C(=NC=C1)N(C=C3)C)CNC2=O 7-[[5-[(2R)-2-(1-hydroxy-1-methyl-ethyl)morpholin-4-yl]-2-pyridyl]amino]-4-(1-methyl-pyrrolo[2,3-b]pyridin-4-yl)-2,3-dihydro-pyrrolo[3,4-c]pyridin-1-one